2-(2-cyclopentyloxazol-4-yl)propanoic acid C1(CCCC1)C=1OC=C(N1)C(C(=O)O)C